FC1=C2C(=CN=C1N1CCC(CC1)NCC(C)(O)C)NC(=C2C(C)C)C=2C=C(C=1N(C2)N=CN1)C 1-((1-(4-fluoro-3-isopropyl-2-(8-methyl-[1,2,4]triazolo[1,5-a]pyridin-6-yl)-1H-pyrrolo[2,3-c]pyridin-5-yl)piperidin-4-yl)amino)-2-methylpropan-2-ol